2-(3,5-Di-tert-butyl-2-hydroxyphenyl)2H-benzotriazole C(C)(C)(C)C=1C(=C(C=C(C1)C(C)(C)C)N1N=C2C(=N1)C=CC=C2)O